N-{5-[3-(4,4-difluorocyclohexyl)-1,2,4-oxadiazol-5-yl]-4,5,6,7-tetrahydro[1,3]thiazolo[5,4-c]pyridin-2-yl}-N'-[(pyrimidin-5-yl)methyl]urea FC1(CCC(CC1)C1=NOC(=N1)N1CC2=C(CC1)N=C(S2)NC(=O)NCC=2C=NC=NC2)F